3-((S)-1-(8-amino-1-methylimidazo[1,5-a]pyrazin-3-yl)ethyl)-5-chloro-6-fluoro-N-((1R,3S)-3-hydroxy-1-methylcyclobutyl)-2-isopropoxybenzamide NC=1C=2N(C=CN1)C(=NC2C)[C@@H](C)C=2C(=C(C(=O)NC1(CC(C1)O)C)C(=C(C2)Cl)F)OC(C)C